C1(CC1)C(C1=NC=CC(=C1)O)(F)F 2-[cyclopropyl(difluoro)methyl]pyridin-4-ol